4-(6-((4-(methoxy(methyl)carbamoyl)-2-fluoro-benzyl)oxy)pyridin-2-yl)piperidine CON(C(=O)C1=CC(=C(COC2=CC=CC(=N2)C2CCNCC2)C=C1)F)C